2-((6-(2-((tert-butyldimethylsilyl)oxy)ethoxy)pyridin-3-yl)methyl)-6-(phenylsulfonyl)phthalazin-1(2H)-one [Si](C)(C)(C(C)(C)C)OCCOC1=CC=C(C=N1)CN1C(C2=CC=C(C=C2C=N1)S(=O)(=O)C1=CC=CC=C1)=O